1-butoxy-ethan-2-ol C(CCC)OCCO